2-(5-(benzyloxy)-1-(4-chlorobenzyl)-1H-benzo[d]imidazol-2-yl)-4-bromophenol C(C1=CC=CC=C1)OC1=CC2=C(N(C(=N2)C2=C(C=CC(=C2)Br)O)CC2=CC=C(C=C2)Cl)C=C1